tert-butyl 3-(5-(chlorosulfonyl)thiophen-2-yl)azetidine-1-carboxylate ClS(=O)(=O)C1=CC=C(S1)C1CN(C1)C(=O)OC(C)(C)C